N1C[C@H](CCC1)NC1=NC=C(C(=N1)C1=CNC=2C(N(C=CC21)C2=CC=NC=C2)=O)C(F)(F)F 3-(2-{[(3S)-piperidin-3-yl]amino}-5-(trifluoromethyl)pyrimidin-4-yl)-6-(pyridin-4-yl)-1H,6H,7H-pyrrolo[2,3-c]pyridin-7-one